Br[Ru-](C1(CC(=CC(=C1)C)C)C)Br Dibromo(1,3,5-trimethylphenyl)ruthenium (II)